NCCCCCCCCC1=CC=C(C=C1)S(=O)(=O)N(CCC)CCC 4-(8-Aminooctyl)-N,N-dipropylbenzenesulfonamide